CN1C(C(=C(C2=CC=CC=C12)N1CCC(CC1)C=1C=C2C(=CN(C2=CC1)C)C(C(F)(F)F)=O)C#N)=O 1-Methyl-4-{4-[1-methyl-3-(trifluoroacetyl)-1H-indol-5-yl]piperidin-1-yl}-2-oxo-1,2-dihydro-quinoline-3-carbonitrile